NC(CCCC=1NC=2C3=C(C=C(C2C1Cl)Cl)CN(S(N3)(=O)=O)CC3CN(CCC3)C(=O)OC(C)(C)C)=O tert-butyl 3-((8-(4-amino-4-oxobutyl)-6,7-dichloro-2,2-dioxido-4,9-dihydro-[1,2,6]thiadiazino[4,3-g]indol-3(1H)-yl)methyl)piperidine-1-carboxylate